7-acetoxy-3-(cyclobutylmethyl)-4a-hydroxy-2,3,4,4a,5,6,7,7a-octahydro-1H-4,12-methanobenzofuro[3,2-e]isoquinolin-9-yl-(2E,4E)-hexa-2,4-dienoate C(C)(=O)OC1C2C34CCN(C(C3(CC1)O)CC1=CC=C(C(=C14)O2)OC(\C=C\C=C\C)=O)CC2CCC2